OC1N(C(C2=CC(=CC=C12)C1CCNCC1)=O)C1C(NC(CC1)=O)=O 3-[1-hydroxy-3-oxo-5-(piperidin-4-yl)-1H-isoindol-2-yl]piperidine-2,6-dione